8-Methyl-2,4-diphenyl-4H-furo[2,3-c]chromene CC1=CC=2C3=C(C(OC2C=C1)C1=CC=CC=C1)OC(=C3)C3=CC=CC=C3